[Si](C)(C)(C(C)(C)C)OC1CC=C(CC1)C1=NC(=NC2=NC(=C(N=C12)C)C)N1C[C@@H](OCC1)C=1C=NN(C1)C (2S)-4-(4-(4-((tert-butyldimethylsilyl)oxy)cyclohex-1-en-1-yl)-6,7-dimethylpteridin-2-yl)-2-(1-methyl-1H-pyrazol-4-yl)morpholine